FC1(C(C1)CN1C(=CC2=C(C=CC=C12)NC1CCN(CC1)CC(COC)O)C#CCNC1=C(C=C(C=C1)S(=O)(=O)C)OC)F 1-[4-({1-[(2,2-difluorocyclopropyl)methyl]-2-{3-[(4-methanesulfonyl-2-methoxyphenyl)amino]prop-1-yn-1-yl}-1H-indol-4-yl}amino)piperidin-1-yl]-3-methoxypropan-2-ol